FC(C1=CC=C(CNS(=O)(=O)N)C=C1)(F)F.[Na] sodium N-(4-trifluoromethylbenzyl)sulfamide